3,5-difluoro-4-formylbenzoic acid tert-butyl ester C(C)(C)(C)OC(C1=CC(=C(C(=C1)F)C=O)F)=O